ClC1=C(C=C(C=C1)C1=C(C(=NN1C)NC(OC1=CC=CC=C1)=O)C1CCC1)F phenyl (5-(4-chloro-3-fluorophenyl)-4-cyclobutyl-1-methyl-1H-pyrazol-3-yl)carbamate